C(C1=CC=CC=C1)N1C(CC(CC1)CO)C(C)(C)O 2-(1-benzyl-4-(hydroxymethyl)piperidin-2-yl)propan-2-ol